C1C=CC2=NC3=CC=CC=C3C=C2C1=O acridinone